6-(3-hydroxy-3-methylazetidin-1-yl)-4-(6-(6-(3-(methylsulfonyl)benzyl)-3,6-diazabicyclo[3.1.1]heptan-3-yl)pyridin-3-yl)pyrazolo[1,5-a]pyridine-3-carbonitrile OC1(CN(C1)C=1C=C(C=2N(C1)N=CC2C#N)C=2C=NC(=CC2)N2CC1N(C(C2)C1)CC1=CC(=CC=C1)S(=O)(=O)C)C